CC1=NC(=NO1)C1=CC=C2C=CN=C(C2=C1)NC(C(=O)NC=1SC(=CN1)C1=NOC(=N1)CCC)=C ((7-(5-methyl-1,2,4-oxadiazol-3-yl)isoquinolin-1-yl)amino)-N-(5-(5-propyl-1,2,4-oxadiazol-3-yl)thiazol-2-yl)acrylamide